6-[5-(difluoromethyl)-1,3,4-oxadiazol-2-yl]-2-[(1R*,2S*)-2-(3,4-difluorophenyl)-2-hydroxy-1-(oxan-4-yl)ethyl]-2,3-dihydro-1H-isoindol-1-one FC(C1=NN=C(O1)C1=CC=C2CN(C(C2=C1)=O)[C@@H]([C@@H](O)C1=CC(=C(C=C1)F)F)C1CCOCC1)F |o1:17,18|